C(CC(O)(C(=O)O)CC(=O)O)(=O)O.FC1=CC=C(CC[C@@]2(CN(CC2)CC=2C=NC=CC2)CO)C=C1 |o1:20| (R or S)-(3-(4-fluorophenethyl)-1-(pyridin-3-ylmethyl)-pyrrolidin-3-yl)methanol citrate